N-[(1H-benzimidazol-2-yl)methyl]-8-bromo-2-[4-(methylamino)piperidin-1-yl]pyrazolo[1,5-a][1,3,5]triazin-4-amine N1C(=NC2=C1C=CC=C2)CNC2=NC(=NC=1N2N=CC1Br)N1CCC(CC1)NC